dimethyl-N2-nonylethane-1,2-diamine CC(CNCCCCCCCCC)(N)C